4-(4-methoxyphenyl)butan-2-yl 2-(2,5-dimethylphenyl)acetate CC1=C(C=C(C=C1)C)CC(=O)OC(C)CCC1=CC=C(C=C1)OC